OSC1(COC1)C1=CC=C(C=C1)C(=O)N1CCC(CC1)C1=CC=C(C=C1)C(F)(F)F (4-(3-hydroxythiooxetan-3-yl)phenyl)(4-(4-(trifluoromethyl)phenyl)piperidin-1-yl)methanone